N1(CCOCC1)C(CN1C=CC2=C1N=CN=C2NC2=CC1=C(NC(N1)=O)C=C2)=O 5-((7-(2-morpholinyl-2-oxoethyl)-7H-pyrrolo[2,3-d]pyrimidin-4-yl)amino)1,3-dihydro-2H-benzo[d]imidazol-2-one